O[C@@H]1[C@H](CCCC1)NC(=O)C=1C=CC(=C(C1)C=1N=C(OC1C(=O)N)C1=CC=CC=C1)C (5-{[(1S,2S)-2-hydroxycyclohexyl]carbamoyl}-2-methylphenyl)-2-phenyl-1,3-oxazole-5-carboxamide